4-fluoro-N-{phenyl[4-(propan-2-yl)phenyl]methyl}-1-[2-(pyrrolidine-1-sulfonyl)acetyl]pyrrolidine-2-carboxamide FC1CC(N(C1)C(CS(=O)(=O)N1CCCC1)=O)C(=O)NC(C1=CC=C(C=C1)C(C)C)C1=CC=CC=C1